OC[C@H](C1=CC=CC=C1)NC1=NC(=NC=C1C=1OC=NN1)NC=1C=C2C(C(OC(C2=CC1)=O)C)C 6-((4-(((S)-2-hydroxy-1-phenylethyl)amino)-5-(1,3,4-oxadiazol-2-yl)pyrimidin-2-yl)amino)-3,4-dimethylisochroman-1-one